O-(2-amino-4-bromophenyl)-N-(t-butoxycarbonyl)-L-serine NC1=C(C=CC(=C1)Br)OC[C@H](NC(=O)OC(C)(C)C)C(=O)O